5-chloro-2-(2-((1-(1-(2-(2,6-dioxopiperidin-3-yl)-6-fluoro-1,3-dioxoisoquinoline-5-yl)azetidin-3-yl)piperidin-4-yl)amino)ethoxy)pyridine ClC=1C=CC(=NC1)OCCNC1CCN(CC1)C1CN(C1)C1=C2CC(N(C(C2=CC=C1F)=O)C1C(NC(CC1)=O)=O)=O